C(C)(C)(C)OC(=O)N1C=C(C2=C(C=CC=C12)OC)CC(=O)N(C)CC1=CC=CC=C1.C(C1=CC=CC=C1)NCC1=CC(=CC=C1)CN N-Benzyl-1,3-bis(aminomethyl)benzene tert-Butyl-3-(2-(benzyl(methyl)amino)-2-oxoethyl)-4-methoxy-1H-indole-1-carboxylate